N-[2-(4-formyl-1-piperidyl)-5-methoxy-1,3-benzothiazol-6-yl]pyrimidine-4-carboxamide C(=O)C1CCN(CC1)C=1SC2=C(N1)C=C(C(=C2)NC(=O)C2=NC=NC=C2)OC